tert-butyl 4-[2-[[3-[4-(ethylsulfonylamino)-2-(6-methyl-7-oxo-1H-pyrrolo[2,3-c]pyridin-4-yl)phenoxy]benzoyl]-methyl-amino]ethoxy]piperidine-1-carboxylate C(C)S(=O)(=O)NC1=CC(=C(OC=2C=C(C(=O)N(CCOC3CCN(CC3)C(=O)OC(C)(C)C)C)C=CC2)C=C1)C=1C2=C(C(N(C1)C)=O)NC=C2